methyl 5-((7-((2-(2,6-dioxopiperidin-3-yl)-1-oxoisoindolin-4-yl) thio) heptyl) amino)-3,3-difluorocyclohexane-1-carboxylate O=C1NC(CCC1N1C(C2=CC=CC(=C2C1)SCCCCCCCNC1CC(CC(C1)C(=O)OC)(F)F)=O)=O